CC1=CC=CC=2OC3=CC=CC(=C3NC12)C 1,9-Dimethylphenoxazine